ClC=1C(=C(C(=NC1C1=CC=C(C=C1)F)C(CNC(=O)C=1C=C2C=C(C=NC2=C(C1)OC1CC1)C)(C(F)(F)F)O)F)C(C)(C)O (-)-N-{2-[5-chloro-3-fluoro-6-(4-fluorophenyl)-4-(2-hydroxypropan-2-yl)pyridin-2-yl]-3,3,3-trisFluoro-2-hydroxypropyl}-8-(cyclopropyloxy)-3-methylquinoline-6-carboxamide